[Sn].[Si].[Bi] bismuth silicon tin